Fmocglutamine C(=O)(OCC1C2=CC=CC=C2C2=CC=CC=C12)N[C@@H](CCC(N)=O)C(=O)O